C1(CCCC1)C=1C=NC(=NC1)NC(C1=C(C=CC(=C1)[N+](=O)[O-])SC1=CN=CS1)=O N-(5-cyclopentylpyrimidin-2-yl)-5-nitro-2-(1,3-thiazol-5-ylsulfanyl)benzamide